OC1CC(C2CC2C1)C(=O)OC methyl (±)-(cis)-4-hydroxybicyclo[4.1.0]heptane-2-carboxylate